2-{2-[(1H-1,3-Benzodiazol-2-ylmethyl)amino]ethyl}-N-[(3-chloropyridin-2-yl)methyl]-1,3-thiazole-4-carboxamide N1C(=NC2=C1C=CC=C2)CNCCC=2SC=C(N2)C(=O)NCC2=NC=CC=C2Cl